FC1=C(C=CC=C1F)CN1[C@H](CCC1=O)CC(=O)N(CC(=O)O)C 2-[[2-[(2R)-1-[(2,3-difluorophenyl)methyl]-5-oxopyrrolidin-2-yl]acetyl]methylamino]acetic acid